3-(benzo[d][1,3]dioxol-5-yl)-N-(3,4-dichlorobenzyl)propionamide O1COC2=C1C=CC(=C2)CCC(=O)NCC2=CC(=C(C=C2)Cl)Cl